1-(3-(3-(2-hydroxyphenyl)-7H-pyrrolo[2,3-c]pyridazin-6-yl)-4-methylpiperazin-1-yl)prop-2-en-1-one OC1=C(C=CC=C1)C1=CC2=C(N=N1)NC(=C2)C2CN(CCN2C)C(C=C)=O